C1(CC1)B1OC(C(O1)(C)C)(C)C 2-cyclopropyl-4,4,5,5-tetramethyl-1,3,2-dioxaborolan